N-[2-(4,4-difluoropiperidinyl)-6-methylpyridin-4-yl]carboxamide FC1(CCN(CC1)C1=NC(=CC(=C1)NC=O)C)F